2-chloro-N-(4-formyl-6-methoxy-5-(2H-1,2,3-triazol-2-yl)pyridin-2-yl)-8,8-dimethyl-7,8-dihydro-6H-cyclopenta[e]pyrazolo[1,5-a]pyrimidine-6-carboxamide ClC1=NN2C(N=CC3=C2C(CC3C(=O)NC3=NC(=C(C(=C3)C=O)N3N=CC=N3)OC)(C)C)=C1